N-[2-(6,7-dihydro-8H-indeno[5,4-d][1,3]oxazol-8-ylidene)ethyl]propanamide O1C=NC2=C1C=1C(CCC1C=C2)=CCNC(CC)=O